C(CC)(=O)OC[C@H]1O[C@@]([C@@H]2OC(CCCC(O[C@@H]21)=O)=O)(C#N)C2=CC=C1C(=NC=NN12)N ((7aR,8R,10R,10aR)-10-(4-aminopyrrolo[2,1-f][1,2,4]triazin-7-yl)-10-cyano-2,6-dioxooctahydro-2H-furo[3,4-b][1,4]dioxonin-8-yl)methyl propionate